FC1(CCN(CC1)C1=CC(=C(N)C=C1C=1C=NN(C1)C)OC)CC1CCNCC1 4-(4-Fluoro-4-(piperidin-4-ylmethyl)piperidin-1-yl)-2-methoxy-5-(1-methyl-1H-pyrazole-4-yl)aniline